N-undecyl-N',N'-diheptylurea C(CCCCCCCCCC)NC(=O)N(CCCCCCC)CCCCCCC